2-(2-chloroethoxy)ethan-1-ol ClCCOCCO